COC1=C2C=CC=NC2=CC=C1C(=O)OC methyl 5-methoxyquinoline-6-carboxylate